C(CCCCC)C1(C2=CC3=C(C(C4=C3SC=C4)(CCCCCC)CCCCCC)C=C2C=2SC=CC21)CCCCCC 4,4,9,9-tetrahexyl-4,9-dihydro-s-indaceno[1,2-b:5,6-b']dithiophene